NC([C@@H](CCC(=O)OCC1=CC=CC=C1)N1C(C2=CC=CC(=C2C1)OCC1=CC=C(C=C1)CBr)=O)=O (R)-benzyl 5-amino-4-(4-(4-(bromomethyl)benzyloxy)-1-oxoisoindolin-2-yl)-5-oxopentanoate